4-chloro-5-[4-(3-chloro-phenylmethanesulfonyl)-piperazin-1-yl]-benzofuran-2-carboxylic acid ClC1=C(C=CC2=C1C=C(O2)C(=O)O)N2CCN(CC2)S(=O)(=O)CC2=CC(=CC=C2)Cl